(but-3-en-1-yloxy)dimethylphenylsilane C(CC=C)O[Si](C1=CC=CC=C1)(C)C